CC1=NC=CC=2NC(N(C(C21)=O)CC(=O)O)=O {5-methyl-2,4-dioxo-1H-pyrido[4,3-d]pyrimidin-3-yl}acetic acid